5-bromo-2-(difluoro(3,4,5-trifluorophenoxy)methyl)-1,3-difluorobenzene BrC=1C=C(C(=C(C1)F)C(OC1=CC(=C(C(=C1)F)F)F)(F)F)F